C(C)(=O)O[C@H]1[C@H](OC(C)=O)[C@@H](OC(C)=O)[C@@H](OC(C)=O)[C@H](O1)CO tetra-O-acetyl-beta-D-galactopyranose